1-(6-hepten-1-yl)1H-imidazole C(CCCCC=C)N1C=NC=C1